C1(CC1)C1=C(C(=NO1)C1=C(C=NC=C1Cl)Cl)/C=C/C1C2CN(CC12)C1=NSC(=N1)C=1C=C(C(=O)OC(C)(C)C)C=C(C1)OC tert-Butyl (E)-3-(3-(6-(2-(5-cyclopropyl-3-(3,5-dichloropyridin-4-yl)isoxazol-4-yl)vinyl)-3-azabicyclo[3.1.0]hexan-3-yl)-1,2,4-thiadiazol-5-yl)-5-methoxybenzoate